(8-{5-[4-(2-hydroxy-ethylcarbamoyl)-phenylamino]-6-methoxy-pyridin-2-yl}-2,3-dihydro-benzo[1,4]dioxin-2-ylmethyl)-amid OCCNC(=O)C1=CC=C(C=C1)NC=1C=CC(=NC1OC)C1=CC=CC2=C1OC(CO2)C[NH-]